(1R,3S,5R)-2-(2-(4-amino-6-hydroxy-8-methyl-9H-pyrimido[4,5-b]indol-9-yl)acetyl)-N-(6-bromopyridin-2-yl)-2-azabicyclo[3.1.0]hexane-3-carboxamide NC1=NC=NC=2N(C3=C(C=C(C=C3C21)O)C)CC(=O)N2[C@@H]1C[C@@H]1C[C@H]2C(=O)NC2=NC(=CC=C2)Br